potassium metaperiodate I(=O)(=O)(=O)[O-].[K+]